C(C)(C)(C)C1=CC=C(C=C1)[C@H](C)NC(=O)C1=CC=C2C(=C(N(C2=C1)CC1CCC1)C)CC=1C=C(OC(C(=O)OC)(C)C)C=C(C1)F methyl (S)-2-(3-((6-((1-(4-(tert-butyl)phenyl)ethyl)carbamoyl)-1-(cyclobutylmethyl)-2-methyl-1H-indol-3-yl)methyl)-5-fluorophenoxy)-2-methylpropanoate